FC=1C=2N(C=C(C1)C=1C=CN3N=C(N=C(C31)OC)NC3CC(C3)(C)NC(C)=O)C=CN2 N-((1s,3s)-3-((5-(8-fluoroimidazo[1,2-a]pyridin-6-yl)-4-methoxypyrrolo[2,1-f][1,2,4]triazin-2-yl)amino)-1-methylcyclobutyl)acetamide